C1(=CC=CC=C1)[C@@H](CN)N (1S)-1-phenylethane-1,2-diamine